2-[5-[5-[(1R)-1-(3,5-dichloro-4-pyridyl)ethoxy]-1H-indazol-3-yl]pyrimidin-2-yl]-6λ6-thia-2-azaspiro[3.4]octane 6,6-dioxide ClC=1C=NC=C(C1[C@@H](C)OC=1C=C2C(=NNC2=CC1)C=1C=NC(=NC1)N1CC2(C1)CS(CC2)(=O)=O)Cl